3-(7-((1-(2-(benzyloxy)acetyl)piperidin-4-yl)oxy)-1-methyl-1H-indazol-3-yl)-piperidine-2,6-dione C(C1=CC=CC=C1)OCC(=O)N1CCC(CC1)OC=1C=CC=C2C(=NN(C12)C)C1C(NC(CC1)=O)=O